methyl (2S)-2-[(tert-butoxycarbonyl)amino]-3-(5-chloro-2-cyclobutoxyphenyl)propanoate C(C)(C)(C)OC(=O)N[C@H](C(=O)OC)CC1=C(C=CC(=C1)Cl)OC1CCC1